6-(QUINOLIN-3-YL)PYRIDIN-3-YLBORONIC ACID N1=CC(=CC2=CC=CC=C12)C1=CC=C(C=N1)B(O)O